1-(7-(trifluoromethyl)1H-imidazo[4,5-c]Pyridin-4-yl)-1,2,3,6-tetrahydropyridine-4-carboxamide FC(C=1C2=C(C(=NC1)N1CCC(=CC1)C(=O)N)N=CN2)(F)F